tert-butyl N-tert-butoxycarbonyl-N-[2-nitro-4-(3-pyridyl)phenyl]carbamate C(C)(C)(C)OC(=O)N(C(OC(C)(C)C)=O)C1=C(C=C(C=C1)C=1C=NC=CC1)[N+](=O)[O-]